O1COC2=C1C=CC(=C2)[C@@H]2N([C@H](CC1=C2NC2=CC=CC=C12)C(=O)N1CCOCC1)C(C=C)=O 1-((1S,3R)-1-(benzo[d][1,3]dioxol-5-yl)-3-(morpholine-4-carbonyl)-1,3,4,9-tetrahydro-2H-pyrido[3,4-b]indol-2-yl)prop-2-en-1-one